ClC1=C(C=CC=C1)N1C=2N(C3=C(C1=O)C=NC(=N3)NC3=CC=C(C=C3)N3CCN(CC3)CCC#N)C=CN2 3-[4-(4-{[6-(2-chlorophenyl)-5-oxo-5,6-dihydroimidazo[1,2-a]pyrimido[5,4-e]pyrimidin-2-yl]amino}phenyl)piperazin-1-yl]propanenitrile